COC(=O)[C@@H]1C[C@H](C1)N1N=CC(=C1)C1=NC2=CC(=CC=C2N=C1)N1CCN(C2(CC2)C1)C Trans-3-(4-(7-(4-methyl-4,7-diazaspiro[2.5]oct-7-yl)quinoxalin-2-yl)-1H-pyrazol-1-yl)cyclobutane-1-carboxylic acid methyl ester